(R)-2-hydroxy-4-(1-((perfluorophenyl)sulfonyl)-N-(4-(tetrahydro-2H-pyran-4-yl)benzyl)azetidine-2-carboxamido)benzoic acid OC1=C(C(=O)O)C=CC(=C1)N(C(=O)[C@@H]1N(CC1)S(=O)(=O)C1=C(C(=C(C(=C1F)F)F)F)F)CC1=CC=C(C=C1)C1CCOCC1